5-methylsulfinylthiazole-2-carboxylic acid methyl ester COC(=O)C=1SC(=CN1)S(=O)C